C1(=CC=CC=C1)CCC(=O)N1CCC(CC1)C#N 1-(3-phenylpropanoyl)piperidine-4-carbonitrile